O=C1N(CCC(N1)=O)C1=C2C=C(N(C2=CC=C1)C1CCN(CC1)C[C@H]1C(CN(CC1)C(=O)OC(C)(C)C)(F)F)C tert-Butyl (S)-4-((4-(4-(2,4-dioxotetrahydropyrimidin-1(2H)-yl)-2-methyl-1H-indol-1-yl)piperidin-1-yl)methyl)-3,3-difluoropiperidine-1-carboxylate